methyl 5-(bromomethyl)-2-methoxybenzoate BrCC=1C=CC(=C(C(=O)OC)C1)OC